7-bromo-1-isopropyl-4-oxo-1,4-dihydroquinoline-3-carboxylic acid ethyl ester C(C)OC(=O)C1=CN(C2=CC(=CC=C2C1=O)Br)C(C)C